FC=1C=C(C=C(C1)F)[C@@H](C)N1[C@H](CCC1)C(=O)N ((1R)-1-(3,5-difluorophenyl)ethyl)-D-prolinamide